(dimethoxyphosphoryl)-ethyl-(2,4-dichlorophenoxy)acetate COP(=O)(OC)C(C(=O)[O-])(OC1=C(C=C(C=C1)Cl)Cl)CC